ClC=1C=C2C=NN(C2=C(C1F)N1CC2CCC(C1)N2S(=O)(=O)C)C2OCCCC2 5-chloro-6-fluoro-7-(8-methylsulfonyl-3,8-diazabicyclo[3.2.1]oct-3-yl)-1-tetrahydropyran-2-yl-indazole